COC(C1CCN(CC1)C1=CC(=C(C=C1)[C@@H]1C=2C=CC(=CC2CC[C@@H]1C1CCOCC1)O)F)OC cis-5-(4-(4-(Dimethoxymethyl)piperidin-1-yl)-2-fluorophenyl)-6-(tetrahydro-2H-pyran-4-yl)-5,6,7,8-tetrahydronaphthalen-2-ol